C1(CCC1)OC1=CC=2N(C=C1C(=O)NC1=NN(C=C1)CC1CC1)C=C(N2)C21COC(C2)(C1)C 7-Cyclobutoxy-N-(1-(cyclopropylmethyl)-1H-pyrazol-3-yl)-2-(1-methyl-2-oxabicyclo[2.1.1]hexan-4-yl)imidazo[1,2-a]pyridine-6-carboxamide